2,2-Bis-(3,5-dibromo-4-hydroxy-phenyl)-propan BrC=1C=C(C=C(C1O)Br)C(C)(C)C1=CC(=C(C(=C1)Br)O)Br